ClCC1=C(C=CC=C1)C Chloromethyl-methylbenzene